C1=CC=CC2=C1NC1=C2C2=C(C=3C4=CC=CC=C4NC13)C(NC2=O)=O 12,13-dihydro-5H-indolo[2,3-a]pyrrolo[3,4-c]carbazole-5,7(6H)-dione